BrC=1C=CC=2C(N1)=CN(N2)[C@H]2COC[C@@H]2OC 5-bromo-2-[(3S,4R)-4-methoxyoxolan-3-yl]pyrazolo[4,3-b]pyridine